C(C(=O)OCC1CO1)(=O)OCC1CO1 bisglycidyl oxalate